C(C)(C)(C)C1=CC=C(C(=O)N2CC3(CC3)C[C@H]2C(=O)N[C@@H](C[C@H]2C(NCC2)=O)C(COC(F)(F)F)=O)C=C1 (S)-5-(4-(tert-butyl)benzoyl)-N-((S)-3-oxo-1-((S)-2-oxopyrrolidin-3-yl)-4-(trifluoromethoxy)butan-2-yl)-5-azaspiro[2.4]heptane-6-carboxamide